C(C)(C)(C)OC(=O)N1CC(CC1)C(=O)O 1-t-butoxycarbonylpyrrolidine-3-carboxylic acid